keto-isophorone CC1=CC(=O)CC(C1=O)(C)C